N-(2,3-bis(isobutyryloxy)-5-chlorobenzylidene)-3,5-dichloro-benzeneamine C(C(C)C)(=O)OC1=C(C=NC2=CC(=CC(=C2)Cl)Cl)C=C(C=C1OC(C(C)C)=O)Cl